N-(3-chloro-5-(methylsulfonamido)phenyl)-1-(5-(2-oxopyrrolidin-1-yl)pyridin-2-yl)-1H-pyrazole-4-carboxamide ClC=1C=C(C=C(C1)NS(=O)(=O)C)NC(=O)C=1C=NN(C1)C1=NC=C(C=C1)N1C(CCC1)=O